5-bromo-1-methyl-indan-1-amine hydrochloride Cl.BrC=1C=C2CCC(C2=CC1)(N)C